5'-chloro-2'-({[(1-methyl-1H-pyrazol-5-yl)methyl]amino}methyl)-7',8'-dihydro-6'H-spiro[cyclohexane-1,9'-furo[2,3-f]quinazoline]-7'-one ClC=1C=C2C(=C3C4(NC(NC13)=O)CCCCC4)OC(=C2)CNCC2=CC=NN2C